N-(2-(3-(3,3-dimethyl-2-oxo-2,3-dihydro-1H-pyrrolo[2,3-c]pyridin-5-yl)-1,2,4-thiadiazol-5-ylamino)-5-(trifluoromethyl)pyridin-3-yl)-N-methylacetamide CC1(C(NC2=CN=C(C=C21)C2=NSC(=N2)NC2=NC=C(C=C2N(C(C)=O)C)C(F)(F)F)=O)C